FC(C1=CC=C(C=C1)C)(F)F 1-(trifluoromethyl)-4-methylbenzene